N,N-bis(4-methoxybenzyl)-5-(4-methylpiperazin-1-yl)pyrimidin-2-amine COC1=CC=C(CN(C2=NC=C(C=N2)N2CCN(CC2)C)CC2=CC=C(C=C2)OC)C=C1